C(C)(C)(C)N(C(O)=O)[C@H]1C[C@H](CCC1)NC1=NC=CC=C1[N+](=O)[O-].C(C=C)(=O)N1C[C@H](CC1)N1N=C(C(=C1NC)C(=O)N)C#CC1=CC(=CC(=C1)OC)OC (S)-1-(1-ACRYLOYLPYRROLIDIN-3-YL)-3-((3,5-DIMETHOXYPHENYL)ETHYNYL)-5-(METHYLAMINO)-1H-PYRAZOLE-4-CARBOXAMIDE tert-butyl-((1R,3S)-3-((3-nitropyridin-2-yl)amino)cyclohexyl)carbamate